O=C1NC(CCC1N1C(C2=CC=C(C=C2C1=O)OCCOCCN(C([O-])=O)C1=NC=C(C=C1)C1=CC=C(C=C1)C=1SC2=C(N1)C=CC(=C2)N(C)C)=O)=O N-[2-[2-[2-[2,6-bis(oxidanylidene)piperidin-3-yl]-1,3-bis(oxidanylidene)isoindol-5-yl]oxyethoxy]ethyl]-N-[5-[4-[6-(dimethylamino)-1,3-benzothiazol-2-yl]phenyl]pyridin-2-yl]carbamate